tert-butyl 2-[2-[2-[2-[2-[(2Z,5Z)-2-benzylidene-5-[(5-tert-butyl-1H-imidazol-4-yl)methylene]-3,6-dioxo-piperazin-1-yl]ethoxy]ethoxy]ethoxy]ethoxy]acetate C(/C1=CC=CC=C1)=C\1/N(C(/C(/NC1=O)=C/C=1N=CNC1C(C)(C)C)=O)CCOCCOCCOCCOCC(=O)OC(C)(C)C